(R)-(1-(2-(3-(3-(2-(dimethylamino) ethoxy) phenyl)-5-phenyl-1H-pyrazol-1-yl) acetamido)-3-methylbutyl) borate B(O[C@H](CC(C)C)NC(CN1N=C(C=C1C1=CC=CC=C1)C1=CC(=CC=C1)OCCN(C)C)=O)([O-])[O-]